COC=1C=C2C(=CC=NC2=CC1OC)OC1=CC=CC=C1 6,7-Dimethoxy-4-phenoxy-quinoline